[Si](C)(C)(C(C)(C)C)OCC1=CC=C(C=C1)CN1CCC(CC1)C=1C=CC(=NC1)NC1=NC=C(C(=N1)C=1C=NN2C1[C@@H](CCCC2)C)F N-[5-[1-[[4-[[tert-butyl(dimethyl)silyl]oxymethyl]phenyl]methyl]-4-piperidyl]-2-pyridyl]-5-fluoro-4-[(4R)-4-methyl-5,6,7,8-tetrahydro-4H-pyrazolo[1,5-a]azepin-3-yl]pyrimidin-2-amine